O[C@@H](CNC(OC(C)(C)C)=O)CN1CC2=CC=C(C(=C2CC1)C)OCC=1C(=NOC1)C (S)-tert-butyl (2-hydroxy-3-{5-methyl-6-((3-methylisoxazol-4-yl)methoxy)-3,4-dihydroisoquinolin-2(1H)-yl}propyl)carbamate